ClC1=NC(=CC(=C1)C(CN(C(OC(C)(C)C)=O)C[C@H](C)O)O)Cl tert-butyl (2-(2,6-dichloropyridin-4-yl)-2-hydroxyethyl)((S)-2-hydroxypropyl)-carbamate